4,6-dichloro-N-(8-chloro-2-methyl-4-oxo-3-((3-(trifluoromethyl)pyridin-2-yl)methyl)-3,4-dihydroquinazolin-5-yl)-5-hydroxypicolinamide ClC1=CC(=NC(=C1O)Cl)C(=O)NC1=C2C(N(C(=NC2=C(C=C1)Cl)C)CC1=NC=CC=C1C(F)(F)F)=O